N-(3-methoxy-4-(4-methylpiperazin-1-yl)phenyl)-4-(2-(6-methylpyridin-2-yl)-6,7-dihydro-8H-pyrimido[5,4-b][1,4]oxazin-8-yl)pyridin-2-amine COC=1C=C(C=CC1N1CCN(CC1)C)NC1=NC=CC(=C1)N1C2=C(OCC1)C=NC(=N2)C2=NC(=CC=C2)C